3-(3-methyl-2-oxo-4-((8-(piperidin-1-yl)octyl)amino)-2,3-dihydro-1H-benzo[d]imidazol-1-yl)piperidine-2,6-dione CN1C(N(C2=C1C(=CC=C2)NCCCCCCCCN2CCCCC2)C2C(NC(CC2)=O)=O)=O